F[C@@H]1CN(CC[C@@H]1OC([2H])([2H])[2H])C(=O)OC(C)(C)C tert-butyl (3R,4S)-3-fluoro-4-(methoxy-d3)piperidine-1-carboxylate